3-(4-(5-(difluoromethyl)-1,3,4-oxadiazole-2-yl)benzyl)-5-fluoro-1-(piperidine-4-yl)-1,3-dihydro-2H-benzo[d]imidazole-2-one FC(C1=NN=C(O1)C1=CC=C(CN2C(N(C3=C2C=C(C=C3)F)C3CCNCC3)=O)C=C1)F